C[C@H]1N(CCOC1)C1=CC(=C2C(=N1)C(=NS2)C2=CC(=NN2COCC[Si](C)(C)C)C)C2=NN(N=C2)C2OCCCC2 (3R)-3-methyl-4-[3-(3-methyl-1-{[2-(trimethylsilyl)ethoxy]methyl}-1H-pyrazol-5-yl)-7-[2-(oxan-2-yl)-2H-1,2,3-triazol-4-yl]-[1,2]thiazolo[4,5-b]pyridin-5-yl]morpholine